C[Si](CCOCN1C=CC2=C1N=CN=C2C=2C=NN(C2)C(CC#N)C)(C)C 3-(4-(7-((2-(trimethylsilyl)ethoxy)methyl)-7H-pyrrolo[2,3-d]pyrimidin-4-yl)-1H-pyrazol-1-yl)butyronitrile